(Z)-oxacycloheptadecan-10-en-2-one O1C(CCCCCCC\C=C/CCCCCC1)=O